(R,E)-2-((4-(((5,5-dimethyl-1,4-dioxan-2-yl)methyl)sulfonyl)phenoxy)methyl)-3-fluoroprop-2-en-1-amine CC1(OC[C@@H](OC1)CS(=O)(=O)C1=CC=C(OC\C(\CN)=C\F)C=C1)C